ClC1=C2C[C@@H](OC(C2=C(C(=C1)C(=O)N[C@H](C(=O)O)CC1=CC=CC=C1)O)=O)CO (2S)-2-[[(3R)-5-chloro-8-hydroxy-3-(hydroxymethyl)-1-oxo-3,4-dihydroisochromene-7-carbonyl]amino]-3-phenylpropanoic acid